rac-8-((3-(4-amino-2-methylpyrido[3,2-d]pyrimidin-6-yl)phenyl)ethynyl)-5,6,7,8-tetrahydroquinolin-8-ol NC=1C2=C(N=C(N1)C)C=CC(=N2)C=2C=C(C=CC2)C#C[C@@]2(CCCC=1C=CC=NC21)O |r|